9,9',9'',9'''-((6-Phenyl-1,3,5-triazin-2,4-diyl)bis(benzen-5,3,1-triyl))tetrakis(9H-carbazol) C1(=CC=CC=C1)C1=NC(=NC(=N1)C=1C=C(C=C(C1)N1C2=CC=CC=C2C=2C=CC=CC12)N1C2=CC=CC=C2C=2C=CC=CC12)C=1C=C(C=C(C1)N1C2=CC=CC=C2C=2C=CC=CC12)N1C2=CC=CC=C2C=2C=CC=CC12